(S)-2-((4-((3-((5-chloropyridin-2-yl)methoxy)phenyl)amino)piperidin-1-yl)methyl)-1-(oxetan-2-ylmethyl)-1H-benzo[d]imidazole-6-carboxylic acid ClC=1C=CC(=NC1)COC=1C=C(C=CC1)NC1CCN(CC1)CC1=NC2=C(N1C[C@H]1OCC1)C=C(C=C2)C(=O)O